N=1C=NN2C1C=CC(=C2)C=2NC1=CC=C(C=C1C2C(C)C)C2CCN(CC2)C(=O)OC(C)(C)C tert-butyl 4-(2-([1,2,4]triazolo[1,5-a]pyridin-6-yl)-3-isopropyl-1H-indol-5-yl)piperidine-1-carboxylate